CC=1N=C(SC1C)N1N([NH2+]C(=N1)C1=CC(=CC=C1)OC(C)CC(=O)O)C1=CC=C(C=C1)S(=O)(=O)O 3-(4,5-dimethylthiazol-2-yl)-5-(3-carboxymethylethoxy-phenyl)-2-(4-sulfophenyl)-2H-tetrazolium